4-{5-[4-(3-Hydroxypropenyl)-phenyl]-8-oxo-6-thioxo-5,7-diazaspiro[3.4]oct-7-yl}-2-trifluoromethylbenzonitrile OCC=CC1=CC=C(C=C1)N1C2(CCC2)C(N(C1=S)C1=CC(=C(C#N)C=C1)C(F)(F)F)=O